1,4-bis[(3-ethyl-3-oxetanoylmethoxy)methyl]benzene C(C)C1(COC1)C(=O)COCC1=CC=C(C=C1)COCC(=O)C1(COC1)CC